1-(4-(3-(piperidin-1-yl)cyclobutoxy)phenyl)-3-(2-(piperidin-1-yl)ethyl)urea N1(CCCCC1)C1CC(C1)OC1=CC=C(C=C1)NC(=O)NCCN1CCCCC1